C(C1=CC=CC=C1)OCC(C)(C)C1(SCCS1)CCC(C(=O)OC)(C)C1=CC(=CC=C1)Br Methyl 4-(2-(1-(benzyloxy)-2-methylpropan-2-yl)-1,3-dithiolan-2-yl)-2-(3-bromophenyl)-2-methylbutanoate